5-azidopentan-1-amine N(=[N+]=[N-])CCCCCN